C(\C=C\C(=O)O)(=O)O.C(CO)O ethylene glycol e-fumarate